(+/-)-(1R,2S)-2-methyl-N-[(3-{4-[(1-methylpiperidin-4-yl)amino]-1-(2,2,2-trifluoroethyl)-1H-indol-2-yl}-1,2,4-oxadiazol-5-yl)methyl]cyclopropane-1-carboxamide C[C@@H]1[C@@H](C1)C(=O)NCC1=NC(=NO1)C=1N(C2=CC=CC(=C2C1)NC1CCN(CC1)C)CC(F)(F)F |r|